Cl.C(C)C1C(NC2=C(C3=C(C=C2N1)OCC[C@@H]1N(C3)CCNC1)F)=O (4aS)-10-ethyl-13-fluoro-2,3,4,4a,5,6,9,14-octahydro-1H,10H-pyrazino[1',2':5,6][1,5]oxazocino[2,3-g]quinoxalin-11(12H)-one hydrochloride